(1R,2S,4S,5S,6S)-2,3,4-trimethyl-N-(2-methyl-1-((3-methylpyridin-2-yl)oxy)propan-2-yl)-3-azabicyclo[3.1.0]hexane-6-carboxamide C[C@H]1[C@H]2C([C@H]2[C@@H](N1C)C)C(=O)NC(COC1=NC=CC=C1C)(C)C